2-(2-bromo-thiazole-5-carbonyl)-6-methoxy-1,2,3,4-tetrahydro-isoquinoline-5-carbaldehyde BrC=1SC(=CN1)C(=O)N1CC=2C=CC(=C(C2CC1)C=O)OC